2-bromo-4,5-difluorotrifluoromethylbenzene BrC1=C(C=C(C(=C1)F)F)C(F)(F)F